butyl (R)-(1-hydroxypropan-2-yl)(methyl)carbamate OC[C@@H](C)N(C(OCCCC)=O)C